ethylene glycol e-bis(chloroacetate) ClCC(=O)OCCOC(CCl)=O